ClC1=C(CC2=NC=3N(C4=CC=CC=C24)C(=NN3)CN3CCOCC3)C=CC=C1 (2-chlorobenzyl)-1-(morpholinomethyl)-[1,2,4]triazolo[4,3-a]quinazoline